trimethylolpropane Ethoxytriacrylate CCC(COCCOC(=O)C=C)(COCCOC(=O)C=C)COCCOC(=O)C=C